7-methyl-3-(4-nitrobenzyl)imidazo[1,2-a]pyridine CC1=CC=2N(C=C1)C(=CN2)CC2=CC=C(C=C2)[N+](=O)[O-]